(4-((5-bromo-6-methylpyridin-2-yl)amino)-3-(1-methyl-1H-imidazol-4-yl)phenyl)acrylamide BrC=1C=CC(=NC1C)NC1=C(C=C(C=C1)C(C(=O)N)=C)C=1N=CN(C1)C